9,9',9''-TRIPHENYL-3,3':6',3''-Ter-9H-carbazole C1(=CC=CC=C1)N1C2=CC=CC=C2C=2C=C(C=CC12)C=1C=CC=2N(C3=CC=C(C=C3C2C1)C=1C=CC=2N(C3=CC=CC=C3C2C1)C1=CC=CC=C1)C1=CC=CC=C1